C1(=CC=CC=C1)C(C)NC1=NC=C(C=N1)C1=NOC(=N1)C(F)(F)F N-[1-phenylethyl]-5-[5-(trifluoromethyl)-1,2,4-oxadiazol-3-yl]pyrimidin-2-amine